NC[C@H]1CN(CCO1)CC#CC1=CC=C(C=C1)[C@H]1CN(C(O1)=O)C1C(NC(CC1)=O)=O 3-[(5S)-5-[4-[3-[(2S)-2-(aminomethyl)morpholin-4-yl]prop-1-ynyl]phenyl]-2-oxo-oxazolidin-3-yl]piperidine-2,6-dione